FC(C1=C2CN(CC2=C2CCCC2=N1)C(CC1CN(C1)C1=CC(=NC=C1)C(F)(F)F)=O)F 1-(4-Difluoromethyl-3,6,7,8-tetrahydro-1H-2,5-diaza-as-indacen-2-yl)-2-[1-(2-trifluoromethyl-pyridin-4-yl)-azetidin-3-yl]-ethanone